C(C1=CC=CC=C1)(=O)OC=1C=CC=C2NC=C(CCN(C)CC)C12 4-benzoyloxy-N-ethyl-N-methyltryptamine